1-bromo-2-chloro-3-methylsulfanyl-4-(1,1,2,2-tetrafluoroethoxy)benzene BrC1=C(C(=C(C=C1)OC(C(F)F)(F)F)SC)Cl